i-butyl-4-methylpyridinium chloride [Cl-].C(C(C)C)[N+]1=CC=C(C=C1)C